(tert-butyl-5-(1-(4-(trifluoromethyl)phenyl)-1H-pyrazol-4-yl)-1H-indol-3-amine) tert-butyl-N-[5-[1-[4-(trifluoromethyl)phenyl]pyrazol-4-yl]-1H-indol-3-yl]carbamate C(C)(C)(C)OC(NC1=CNC2=CC=C(C=C12)C=1C=NN(C1)C1=CC=C(C=C1)C(F)(F)F)=O.C(C)(C)(C)N1C=C(C2=CC(=CC=C12)C=1C=NN(C1)C1=CC=C(C=C1)C(F)(F)F)N